CC1=CC=C(C=C1)S(=O)(=O)N(C)C#C N-ethynyl-N,4-dimethylbenzenesulfonamide